C1(=CC=CC=C1)CCC(C(=O)O)OC1=C(C=CC=C1)C(C=CC1=CC=CC=C1)=O 4-Phenyl-2-[2-(3-phenylprop-2-enoyl)phenoxy]butanoic acid